FC(CNCCNC(=O)N)(F)F (2-((2,2,2-trifluoroethyl)amino)ethyl)urea